2-Methallyl-5-norbornen C(C(C)=C)C1C2C=CC(C1)C2